[N+](=O)([O-])[O-].[Ni+2].[N+](=O)([O-])[O-] nickel nitrate salt